ClC(C=CC(=O)O)C 4-Chloro-2-pentenoic acid